C(C)(=O)OCCC=1OC=2C(=CC3=C(CCN(CC3)C)C2)N1 2-(7-Methyl-6,7,8,9-tetrahydro-5H-oxazolo[4',5':4,5]benzo[1,2-d]azepine-2-yl)ethyl acetate